Nitro-amine [N+](=O)([O-])N